NC1=C(C(NC2=C(C=CC=C12)B1OC(C(O1)(C)C)(C)C)=O)C(=O)NC1CC1 4-amino-N-cyclopropyl-2-oxo-8-(4,4,5,5-tetramethyl-1,3,2-dioxaborolan-2-yl)-1H-quinoline-3-carboxamide